OC1=CC(=CC2=C1C(C(=C(O2)C2=CC(=C(C=C2)OCOC)O)OCOC)=O)OCOC 5-hydroxy-2-(3-hydroxy-4-(methoxymethoxy)phenyl)-3,7-bis(methoxymethoxy)-4H-benzopyran-4-one